FC(C=1C=C(C=C(C1)C(F)(F)F)C=1C=C(C(=NC1C(=O)N)C(=O)N)C1=CC(=CC(=C1)C(F)(F)F)C(F)(F)F)(F)F Bis(3,5-bis(trifluoromethyl)phenyl)pyridine-2,6-dicarboxamide